BrC=1C=C2C(=NC1)C(C(N2C2CC(C2)(C)N2C[C@H](CCC2)F)=O)(C)C 6-bromo-1-((1s,3s)-3-((R)-3-fluoropiperidin-1-yl)-3-methylcyclobutyl)-3,3-dimethyl-1,3-dihydro-2H-pyrrolo[3,2-b]pyridin-2-one